Diethyl ethanephosphonate C(C)P(OCC)(=O)OCC